ClC1=CC(=C(C=C1)C1=NC(=CC=2C1=NC=C(N2)C)[C@H]2C[C@H](OCC2)C=2C=NN(C2)C)F 5-(4-chloro-2-fluorophenyl)-2-methyl-7-((2S,4R)-2-(1-methyl-1H-pyrazol-4-yl)tetrahydro-2H-pyran-4-yl)pyrido[3,4-b]pyrazine